N-[(1r,3s)-3-[[6-chloro-2-(trifluoromethyl)-4-quinolinyl]amino]cyclohexyl]-3-cyano-1-(2-hydroxy-2-methylpropyl)pyrazole-4-carboxamide ClC=1C=C2C(=CC(=NC2=CC1)C(F)(F)F)N[C@@H]1C[C@@H](CCC1)NC(=O)C=1C(=NN(C1)CC(C)(C)O)C#N